(2-((2-((1-methyl-1H-indazol-6-yl)amino)-5-(trifluoromethyl)pyrimidine-4-yl)amino)phenyl)methylsulfonamide CN1N=CC2=CC=C(C=C12)NC1=NC=C(C(=N1)NC1=C(C=CC=C1)CS(=O)(=O)N)C(F)(F)F